C(CCCCCCCC)(=O)OCCCCCCCCCCCC Dodecyl nonanoate